COC=1C=C2N(CCN(C2=CC1)C(=O)OC(C)(C)C)C(C=CC=1C=NC(=CC1)OC)=O tert-butyl 6-methoxy-4-[3-(6-methoxypyridin-3-yl)-1-oxoprop-2-enyl]-1,2,3,4-tetrahydroquinoxaline-1-carboxylate